(6'-(trifluoromethyl)-[2,3'-bipyridin]-3-yl)methanamine FC(C1=CC=C(C=N1)C1=NC=CC=C1CN)(F)F